C(#N)C=1C=C(C=NC1N1N=CC=N1)NC(=O)C=1C=NN(C1C(F)(F)F)C=1C2=C(N=CN1)SC=N2 N-(5-cyano-6-(2H-1,2,3-triazol-2-yl)pyridin-3-yl)-1-(thiazolo[5,4-d]pyrimidin-7-yl)-5-(trifluoromethyl)-1H-pyrazole-4-carboxamide